C(#N)C1(CC1)NS(=O)(=O)C1=CC=C2C3=C(NC2=C1)N=CN=C3C3CCN(C=C3)C(=O)OC(C)(C)C tert-butyl 4-(7-(N-(1-cyanocyclopropyl) sulfamoyl)-9H-pyrimido[4,5-b]indol-4-yl)-3,4-dihydropyridine-1(2H)-carboxylate